2-(2'-hydroxy-5'-methacryloxyphenyl)-2H-benzotriazole OC1=C(C=C(C=C1)OC(C(=C)C)=O)N1N=C2C(=N1)C=CC=C2